4-(4-(4-(5-(difluoromethoxy)pyridin-2-yl)piperazin-1-yl)-4-oxobutyl)phthalazin-1(2H)-one FC(OC=1C=CC(=NC1)N1CCN(CC1)C(CCCC1=NNC(C2=CC=CC=C12)=O)=O)F